tert-butyl 4-[4-(4-{1-[(tert-butoxy)carbonyl]-1,2,3,6-tetrahydropyridin-4-yl}thiophene-2-amido)phenyl]-1,2,3,6-tetrahydropyridine-1-carboxylate C(C)(C)(C)OC(=O)N1CCC(=CC1)C=1C=C(SC1)C(=O)NC1=CC=C(C=C1)C=1CCN(CC1)C(=O)OC(C)(C)C